1-cyclododecen-1-yl-(methyl)silane C1(=CCCCCCCCCCC1)[SiH2]C